CC1CCNCCN1C(=O)C1(CCN(CC1)C=1C=C(N=NC1)C1=C(C=CC=C1)O)C1=CC=CC=C1 2-{5-[4-(7-methyl-1,4-diazepane-1-carbonyl)-4-phenylpiperidin-1-yl]pyridazin-3-yl}phenol